NC1=C2C(C(NC2=CC=C1)=O)CC(=O)OCC Ethyl 2-(4-amino-2-oxoindolin-3-yl)acetate